N-(5-methoxy-1H-pyrazol-3-yl)-6-(1-(tetrahydro-2H-pyran-4-yl)propoxy)pyrazin-2-amine COC1=CC(=NN1)NC1=NC(=CN=C1)OC(CC)C1CCOCC1